1-(5-[(5-chlorothiophen-2-yl)methyl]amino-3-[8-(morpholine-4-carbonyl)-8-azabicyclo[3.2.1]octan-3-yl]-1H-pyrazol-1-yl)-2,2-dimethylpropan-1-one ClC1=CC=C(S1)CNC1=CC(=NN1C(C(C)(C)C)=O)C1CC2CCC(C1)N2C(=O)N2CCOCC2